Fluoro-5'-cyano-4-(4-fluorophenoxy)-[1,1'-biphenyl]-3-carboxamide FC1=C(C=CC(=C1C(=O)N)OC1=CC=C(C=C1)F)C1=CC=CC(=C1)C#N